N-hydroxy-2-(4-propylphenyl)acetamidine ONC(CC1=CC=C(C=C1)CCC)=N